CN1NC(C(=C1C)C(=O)N)=O 1,5-dimethyl-3-oxo-2,3-dihydro-1H-pyrazole-4-carboxamide